6-Chloro-7-[2-({[3-chloro-6-(dimethyl-amino)pyridin-2-yl]oxy}methyl)-3-methyl-pyrrolidin-1-yl]-1-{6-[3-(dimethyl-amino)azetidin-1-yl]pyridin-3-yl}-4-oxoquinoline-3-carboxylic acid ClC=1C=C2C(C(=CN(C2=CC1N1C(C(CC1)C)COC1=NC(=CC=C1Cl)N(C)C)C=1C=NC(=CC1)N1CC(C1)N(C)C)C(=O)O)=O